3-[6-(3-chloro-2-fluorophenoxy)-3-methyl-1,2,4-triazin-5-yl]-5-(2,4-dimethylbenzyl)-5,6-dihydro-4H-1,2,4-oxadiazine ClC=1C(=C(OC2=C(N=C(N=N2)C)C2=NOCC(N2)CC2=C(C=C(C=C2)C)C)C=CC1)F